4-((4-(cyclopropylamino)-3-(trifluoromethyl)-1-((2-(trimethylsilyl)ethoxy)methyl)-1H-pyrrolo[2,3-b]pyridin-6-yl)-3-methoxyphenyl)(4-morpholinopiperidin-1-yl)methanone C1(CC1)NC1=C2C(=NC(=C1)C1=C(C=CC=C1OC)C1(CCN(CC1)C=O)N1CCOCC1)N(C=C2C(F)(F)F)COCC[Si](C)(C)C